C(C1=CC=CC=C1)(C1=CC=CC=C1)(C1=CC=CC=C1)NC1CCC(CC1)O (1r,4r)-4-(Tritylamino)cyclohexanol